BrC1=CC=C(C=C1)\C=C(\C(=O)OC)/[N+]#[C-] Methyl (Z)-3-(4-bromophenyl)-2-isocyanoacrylate